8-((2s,5r)-4-(2-methoxy-4-(trifluoromethoxy)benzyl)-2,5-dimethylpiperazin-1-yl)-5-methyl-6-oxo-5,6-dihydro-1,5-naphthyridine-2-carbonitrile COC1=C(CN2C[C@@H](N(C[C@H]2C)C2=CC(N(C=3C=CC(=NC23)C#N)C)=O)C)C=CC(=C1)OC(F)(F)F